N1N=CC2=CC(=CC=C12)NC1=NN(C2=CC=CC=C12)C1=CC=CC(=N1)NC(=O)C=1N=CNC1 N-(6-(3-((1H-indazol-5-yl)amino)-1H-indazol-1-yl)pyridin-2-yl)-1H-imidazole-4-carboxamide